7,8-dichloro-6-(2-fluorophenyl)-1-methyl-4H-[1,2,4]Triazolo[4,3-a][1,4]Benzodiazepine ClC1=C(C=CC2=C1C(=NCC=1N2C(=NN1)C)C1=C(C=CC=C1)F)Cl